N-propynylphthalimide C(#CC)N1C(C=2C(C1=O)=CC=CC2)=O